P-(hydroxymethyl)-P-methylphosphinic acid ethyl ester C(C)OP(=O)(C)CO